2-methacryloylthio-n-propylthio-5-n-pentylthio-1,3,4-thiadiazole C(C(=C)C)(=O)SC(CSC=1SC(=NN1)SCCCCC)C